Phosphonium sulfit Natrium hydrogensulfit S(=O)(O)[O-].[Na+].S(=O)([O-])O.[PH4+]